Cl.NCCCCNC1=C(C(=O)N)C=C(C=C1OC)[N+](=O)[O-] ((4-aminobutyl)amino)-3-methoxy-5-nitrobenzamide hydrochloride